(5-(3-cyclopropyl-3-methylbut-1-yn-1-yl)-3,4-dihydroquinolin-1(2H)-yl)-6,7-difluoro-1-methyl-[1,2,4]triazolo[4,3-a]quinazoline C1(CC1)C(C#CC1=C2CCCN(C2=CC=C1)C1=NC=2N(C3=CC=C(C(=C13)F)F)C(=NN2)C)(C)C